Tert-butyl (2-(benzo[d]oxazol-6-yl)ethyl)carbamate O1C=NC2=C1C=C(C=C2)CCNC(OC(C)(C)C)=O